ethyl 2-chloro-1,5-naphthyridine-4-carboxylate ClC1=NC2=CC=CN=C2C(=C1)C(=O)OCC